BrC=1C=C2C(C(NC2=CC1)=O)=NN=C1SCC(N1C1=CC=C(C=C1)CCCC)=O 5-bromo-3-(2-(3-(4-n-butylphenyl)-4-oxothiazolidine-2-ylidene)hydrazono)indol-2-one